2-(1-[(2E)-3-chloroallyloxyimino]propyl)-3-hydroxy-5-perhydropyran-4-ylcyclohex-2-en-1-one Cl/C=C/CON=C(CC)C=1C(CC(CC1O)C1CCOCC1)=O